C1CN(CCC12CCNCC2)C=2C=CC=1C(=NC(=CN1)NCC1=CC=C3C=CNC3=C1)N2 6-{3,9-diazaspiro[5.5]undecan-3-yl}-N-[(1H-indol-6-yl)methyl]pyrido[2,3-b]pyrazin-3-amine